6-amino-5-(3-hydroxy-2,6-dimethyl-phenyl)-2,3-dimethyl-pyrrolo[2,3-b]pyrrole NN1C=2C(=CC1C1=C(C(=CC=C1C)O)C)C(=C(N2)C)C